Cl.C(CCCCCCCCC)C1=CC=C(C=C1)C1=NOC(=N1)CNC(=O)[C@H]1CNCCO1 (R)-N-((3-(4-decylphenyl)-1,2,4-oxadiazol-5-yl)methyl)morpholine-2-carboxamide hydrochloride